ClC1=CC=C(CN2C3(CCN(C3)C(=O)NC(C)C)C(N(CC2=O)C(C)C)=O)C=C1 6-(4-chlorobenzyl)-N,9-diisopropyl-7,10-dioxo-2,6,9-triazaspiro[4.5]decane-2-carboxamide